C(C)(C)S(=O)(=O)C#CC=1C=C(OC2=C(N=NN2)C(=O)O)C=CC1 5-(3-((isopropylsulfonyl)ethynyl)phenoxy)-1H-1,2,3-triazole-4-carboxylic acid